C[C@@H]1CN(C[C@@H](O1)C)C1=NN(C=2C=CC=C(C12)C1=C(C=C2C=NN(C2=C1)C)F)CC(=O)NCC(=O)NCC(=O)O 2-[2-(2-{3-[(2R,6S)-2,6-dimethylmorpholin-4-yl]-5'-fluoro-1'-methyl-1H,1'H-[4,6'-biindazol]-1-yl}acetamido)acetamido]acetic acid